(2R)-1-tert-butoxycarbonyl-4-[3-[1-(2,6-dioxo-3-piperidyl)-3-methyl-2-oxo-benzimidazol-5-yl]propyl]piperazine-2-carboxylic acid C(C)(C)(C)OC(=O)N1[C@H](CN(CC1)CCCC1=CC2=C(N(C(N2C)=O)C2C(NC(CC2)=O)=O)C=C1)C(=O)O